1,3,5-trimethyl-4-(2-oxo-2-(prop-2-yn-1-ylamino)acetyl)-N-(pyrimidin-5-yl)-1H-Pyrrole-2-carboxamide CN1C(=C(C(=C1C)C(C(NCC#C)=O)=O)C)C(=O)NC=1C=NC=NC1